7-methoxy-6-carbonyl-5,6-dihydro-1,5-naphthyridine-3-carboxylic acid ethyl ester C(C)OC(=O)C=1C=NC=2C=C(C(NC2C1)=C=O)OC